CN(CCN(CCC(=O)N(CCCCCCCC\C=C/C\C=C/CCCCC)CCCCCCCC\C=C/C\C=C/CCCCC)C)C 3-((2-(dimethylamino)ethyl)(methyl)amino)-N,N-di((9Z,12Z)-octadeca-9,12-dien-1-yl)propanamide